C(C)(C)(C)OC(=O)N1CCC2(CC1)/C(/C1=CC=CC=C1C2)=N/[S@](=O)C(C)(C)C (R,Z)-1-((tert-butyl-sulfinyl)imino)-1,3-dihydrospiro[indene-2,4'-piperidine]-1'-carboxylic acid tert-butyl ester